NC=1N=C(SC1C(=O)C1=CC(=NO1)CN1CC(C(CC1)(F)F)C)N(C1=CC=C(C=C1)F)C(C(=O)N)C 2-(N-[4-Amino-5-[3-[(4,4-difluoro-3-methyl-1-piperidyl)methyl]isoxazol-5-carbonyl]thiazol-2-yl]-4-fluoroanilino)propanamid